IC1=CC=C(C=C1)NNC(=O)C1=CC=NC=C1 N'-(4-iodophenyl)-4-pyridinecarbohydrazide